(3aR,6aS)-5-(5-(2,5-difluorophenyl)-4,5-dihydro-1H-pyrazole-1-carbonyl)hexahydrocyclopenta[c]pyrrole-2(1H)-carboxylic acid tert-butyl ester C(C)(C)(C)OC(=O)N1C[C@@H]2[C@H](C1)CC(C2)C(=O)N2N=CCC2C2=C(C=CC(=C2)F)F